(R)-3-(4-(((5-methoxy-1,2,3,4-tetrahydronaphthalen-2-yl)(propyl)amino)methyl)piperidine-1-carbonyl)benzamide COC1=C2CC[C@H](CC2=CC=C1)N(CCC)CC1CCN(CC1)C(=O)C=1C=C(C(=O)N)C=CC1